4-fluoro-N-(6-(1-methyl-1H-pyrazol-4-yl)isoquinolin-3-yl)-3-((7-methyl-2,7-diazaspiro[3.5]non-2-yl)sulfonyl)benzamide FC1=C(C=C(C(=O)NC=2N=CC3=CC=C(C=C3C2)C=2C=NN(C2)C)C=C1)S(=O)(=O)N1CC2(C1)CCN(CC2)C